COC=1C=C(C=C(C1)NC1=CC=NC2=CC=C(C=C12)OC(F)(F)F)C1=CC(=CC=C1)C#N 3'-Methoxy-5'-((6-(trifluoromethoxy)quinolin-4-yl)amino)-[1,1'-biphenyl]-3-carbonitrile